CN1C(CCC2=CC=CC(=C12)OC1=CC=CC=C1)=O 1-Methyl-8-phenoxy-1,2,3,4-tetrahydroquinolin-2-one